2-(4-methylpiperazin-1-yl)propan-1-one CN1CCN(CC1)C(C=O)C